N1(C=NC=C1)C=1C=CC(=C(C1)O)C=1SC(=NN1)N([C@H]1C[C@@]2(CC[C@H](C1)N2)C)C 5-(1H-imidazol-1-yl)-2-(5-(methyl((1S,3R,5R)-1-methyl-8-azabicyclo[3.2.1]octan-3-yl)amino)-1,3,4-thiadiazol-2-yl)phenol